F[P-](F)(F)(F)(F)F.N1(N=NC2=C1C=CC=C2)O[P+](N2CCCC2)(N2CCCC2)N2CCCC2 Benzotriazol-1-yloxy-tripyrrolidino-phosphonium hexafluorophosphate